3-(propan-2-yl)azetidine CC(C)C1CNC1